C(C)(C)(C)OC(N([C@H](C(=O)NCCOC1=NC(=NC(=C1)NC=1SC(=CN1)C1=CC=CC=C1)C)C)C)=O.C(C)(=O)NC1=CC=C(C=C1)C1=CC=CS1 5-(4-acetamidophenyl)thiophen tert-butyl-N-methyl-N-[(1S)-1-methyl-2-[2-[2-methyl-6-[(5-phenyl-thiazol-2-yl)amino]pyrimidin-4-yl]oxyethylamino]-2-oxoethyl]carbamate